(S)-2-(1-(7H-pyrrolo[2,3-d]pyrimidin-2-yl)piperidin-4-yl)-N-(2-((6-oxo-5-(trifluoromethyl)-1,6-dihydropyridazin-4-yl)amino)propoxy)acetamide N1=C(N=CC2=C1NC=C2)N2CCC(CC2)CC(=O)NOC[C@H](C)NC=2C=NNC(C2C(F)(F)F)=O